C(#C)C=1C=CC=C2C=C(C=C(C12)C(=O)N1CC=2N=C(N=C(C2C1)N1[C@@H](CCCCC1)C)OCC1(CC1)CN1CCC(CC1)OC)O (R)-(8-ethynyl-3-hydroxynaphthalen-1-yl)(2-((1-((4-methoxypiperidin-1-yl)methyl)cyclopropyl)methoxy)-4-(2-methylazepan-1-yl)-5,7-dihydro-6H-pyrrolo[3,4-d]pyrimidin-6-yl)methanone